(5-((6-((R)-3-(3-chloro-4-fluorophenyl)isoxazolidine-2-yl)pyrimidine-4-yl)amino)-2-((R)-3-(dimethylamino)pyrrolidine-1-yl)-4-methoxyphenyl)acrylamide ClC=1C=C(C=CC1F)[C@@H]1N(OCC1)C1=CC(=NC=N1)NC=1C(=CC(=C(C1)C(C(=O)N)=C)N1C[C@@H](CC1)N(C)C)OC